tert-butyl (7-chloro-5-(5-fluoro-4-(morpholine-4-carbonyl)pyridin-2-yl)benzofuran-2-yl)methylcarbamate ClC1=CC(=CC=2C=C(OC21)CNC(OC(C)(C)C)=O)C2=NC=C(C(=C2)C(=O)N2CCOCC2)F